(3Z,6Z)-3-(4-Fluoro-(phenyl-2,3,5,6-d4))-methylene-6-((5-(tert-butyl)-1H-imidazol-4-yl)methylene)piperazine FC1=C(C(=C(C(=C1[2H])[2H])C1C(N\C(\CN1)=C/C=1N=CNC1C(C)(C)C)=C)[2H])[2H]